C1(CCCCC1)C=1N=NN(N1)C1CCN(CC1)C(CC1=NC(=NO1)C)=O 1-(4-(5-cyclohexyl-2H-tetrazol-2-yl)piperidin-1-yl)-2-(3-methyl-1,2,4-oxadiazol-5-yl)ethan-1-one